6-nitro-1-amino-2-naphthol [N+](=O)([O-])C=1C=C2C=CC(=C(C2=CC1)N)O